ClC=1C=C(C=CC1Cl)C(CNCC1=CC=C(C=C1)OC)NS(=O)(=O)C1=CC=C(C=C1)OC(F)(F)F N-(1-(3,4-dichlorophenyl)-2-((4-methoxybenzyl)amino)ethyl)-4-(trifluoromethoxy)benzenesulfonamide